(2-bromo-5-nitrobenzenesulfonyl)piperidine BrC1=C(C=C(C=C1)[N+](=O)[O-])S(=O)(=O)N1CCCCC1